N(=[N+]=[N-])C1=NC=CN=C1N1N=C(N=C1)[N+](=O)[O-] 2-azido-3-(3-nitro-1H-1,2,4-triazol-1-yl)pyrazine